(S)-2-(1-acryloylpiperidin-2-yl)-1-amino-4-(4-((4-cyanopyridin-2-yl)carbamoyl)phenyl)-1H-imidazole-5-carboxamide C(C=C)(=O)N1[C@@H](CCCC1)C=1N(C(=C(N1)C1=CC=C(C=C1)C(NC1=NC=CC(=C1)C#N)=O)C(=O)N)N